1-(Imidazo[1,2-a]pyrazin-3-ylmethyl)-N-(4-((1-methylpiperidin-4-yl)oxy)-3-(trifluoromethyl)phenyl)indolin-6-carboxamid N=1C=C(N2C1C=NC=C2)CN2CCC1=CC=C(C=C21)C(=O)NC2=CC(=C(C=C2)OC2CCN(CC2)C)C(F)(F)F